C1(CCCCC1)N1C=NC(=C1C1=NC(=NC=C1)NC1CCC(CC1)(F)F)C1=CC=C(C=C1)F 4-(1-Cyclohexyl-4-(4-fluorophenyl)-1H-imidazol-5-yl)-N-(4,4-difluorocyclohexyl)pyrimidin-2-amine